C(C)C=1C=CC2=C(N=C(O2)C=2SC(=CC2)C=2OC3=C(N2)C=C(C=C3)C)C1 5-ethyl-2-(5-(5-methylbenzo[d]oxazol-2-yl)thiophen-2-yl)benzo[d]oxazol